C12(CC3CC(CC(C1)C3)C2)C=2C=C(C=CC2OCC(NOC2OCCCC2)=O)C2=CC=C(C=C2)C=CC(=O)O 3-{3'-Adamantan-1-yl-4'-[(tetrahydropyran-2-yloxycarbamoyl)-methoxy]-biphenyl-4-yl}-acrylic acid